C(C)C(CC(=O)NC(C(=O)O)CCN(CCCCC1=NC=2NCCCC2C=C1)CCOC=1C(=NC=CC1)C)CC 2-(3-ethylpentanoylamino)-4-[2-[(2-methyl-3-pyridyl)oxy]ethyl-[4-(5,6,7,8-tetrahydro-1,8-naphthyridin-2-yl)butyl]amino]butanoic acid